C1(CCCCC1)C=1C=C(C=C(C1)N1N=C(C=C1C)C)B(O)O (3-cyclohexyl-5-(3,5-dimethyl-1H-pyrazol-1-yl)phenyl)boronic acid